(Z)-2-cyano-3-(6-(piperidin-1-yl)naphthalen-2-yl)-N-((3r,4r,5s,6r)-2,4,5-trihydroxy-6-(hydroxymethyl)tetrahydro-2H-pyran-3-yl)acrylamide C(#N)/C(/C(=O)N[C@H]1C(O[C@@H]([C@H]([C@@H]1O)O)CO)O)=C/C1=CC2=CC=C(C=C2C=C1)N1CCCCC1